C(C1=CC=CC=C1)(=O)OCC(C)C i-butyl benzoate